C(C)OC=1C(=CC2=CN(N=C2C1)C1CCC(CC1)CO)N1C(C=CC=C1C(F)(F)F)C(=O)N 1-N-[6-ethoxy-2-[4-(hydroxymethyl)cyclohexyl]indazol-5-yl]-6-(trifluoromethyl)pyridine-2-carboxamide